3-(benzyloxy)-1-((tert-butoxycarbonyl)amino)-5-((2,4-difluorobenzyl)carbamoyl)-4-oxo-1,4-dihydropyridine-2-carboxylic acid C(C1=CC=CC=C1)OC1=C(N(C=C(C1=O)C(NCC1=C(C=C(C=C1)F)F)=O)NC(=O)OC(C)(C)C)C(=O)O